CN1CCC2(CN(C2)CC=2C=CC(=NC2)N2CN=CC=C2)CC1 N-(5-((7-methyl-2,7-diazaspiro[3.5]nonan-2-yl)methyl)pyridin-2-yl)pyrimidin